Cyclohexyl-aminomethyltriethoxysilan C1(CCCCC1)C(C)O[Si](OCC)(OCC)CN